4-((4-Methylcyclohexyl)amino)-N-(4-(4-methylpiperazin-1-yl)phenyl)-2-oxo-1,2-dihydropyridine-3-carboxamide CC1CCC(CC1)NC1=C(C(NC=C1)=O)C(=O)NC1=CC=C(C=C1)N1CCN(CC1)C